C(C)(C)(C)OC([C@@H](N)CCC(=O)OC(C)(C)C)=O glutamic acid ditert-butyl ester